(7-bromo-8-(2-cyanoethyl)-6-fluoro-4-(((S)-1-methylpyrrolidin-2-yl)methoxy)-1H-pyrrolo[3,2-c]quinolin-1-yl)-2-azabicyclo[2.1.1]hexane-2-carboxylic acid tert-butyl ester C(C)(C)(C)OC(=O)N1C2(CC(C1)C2)N2C=CC=1C(=NC=3C(=C(C(=CC3C12)CCC#N)Br)F)OC[C@H]1N(CCC1)C